ClC=1C=C(C=CC1Cl)NC(=O)NNC(C1=C(N=C(C=C1)C=1C=NC2=CC=CC=C2C1)C)=O N-(3,4-dichlorophenyl)-2-[2-methyl-6-(quinolin-3-yl)nicotinoyl]hydrazine-1-carboxamide